C(C)(C)(C)OC(NC1(CC1)COC1=C(C2=C(C(=N1)C)CC(C2)C=O)C)=O N-[1-[(6-formyl-1,4-dimethyl-6,7-dihydro-5H-cyclopenta[c]pyridin-3-yl)oxymethyl]cyclopropyl]carbamic acid tert-butyl ester